FC(C1=CC=C(C=C1)[Se][Se]C1=CC=C(C=C1)C(F)(F)F)(F)F p-trifluoromethylphenyl diselenide